C(C)(=O)C1=C(N(C(=C1C)\C=C\CCS(=O)(=O)C)C1=CC=C(C#N)C=C1)C (E)-4-(3-acetyl-2,4-dimethyl-5-(4-(methylsulfonyl)but-1-en-1-yl)-1H-pyrrol-1-yl)benzonitrile